(2R,4R)-6-chloro-N-(3-{2-[(4-fluoro-1H-indazol-6-yl)oxy]acetamido}bicyclo[1.1.1]pent-1-yl)-4-hydroxy-3,4-dihydro-2H-1-benzopyran-2-carboxamide ClC=1C=CC2=C([C@@H](C[C@@H](O2)C(=O)NC23CC(C2)(C3)NC(COC3=CC(=C2C=NNC2=C3)F)=O)O)C1